C(C)OC(=O)C=1C(C=2NC=3C=C(C=CC3C2NC1)C#N)=O 7-cyano-4-oxo-4,5-dihydro-1H-pyrido[3,2-b]indole-3-carboxylic acid ethyl ester